BrC1=CC(=CC(=C1)F)F 4-bromo-2,6-difluoro-benzene